(E)-1-methyl-N'-(4-(methylsulfonyl)benzylidene)-4-oxo-1,4-dihydroquinoline-3-carbohydrazide CN1C=C(C(C2=CC=CC=C12)=O)C(=O)N/N=C/C1=CC=C(C=C1)S(=O)(=O)C